(5S,6Z,8E,10E,12R,14Z,16E,18R)-5,12,18-trihydroxyeicosa-6,8,10,14,16-pentaenoic acid isopropyl ester C(C)(C)OC(CCC[C@@H](\C=C/C=C/C=C/[C@@H](C\C=C/C=C/[C@@H](CC)O)O)O)=O